C(C1=CC=CC=C1)OCC(=C)C=1C(=C(C(=O)OC(C)(C)C)C(=CC1)COCC)OC(=O)OC(C)(C)C tert-butyl 3-(3-(benzyloxy)prop-1-en-2-yl)-2-((tert-butoxycarbonyl)oxy)-6-(ethoxymethyl)benzoate